2-(2-chlorophenyl)-N-(1-(difluoromethyl)-5-sulfamoylisoquinolin-7-yl)acetamide ClC1=C(C=CC=C1)CC(=O)NC1=CC(=C2C=CN=C(C2=C1)C(F)F)S(N)(=O)=O